Cl.NN1CC(CCC1)C(=O)NCC(F)(F)F 1-amino-N-(2,2,2-trifluoroethyl)piperidine-3-carboxamide hydrochloride